BrC=1C=C(C=C2COC(C12)(C)C)F 7-bromo-5-fluoro-1,1-dimethyl-1,3-dihydroisobenzofuran